1,3-propenediamine C(=CCN)N